1-[(3R)-3-{6-ethyl-5-methyl-2-[trans-4-(trifluoromethyl)cyclohexyl]pyrazolo[1,5-a]pyrimidin-7-yl}-3-methylpiperidin-1-yl]ethan-1-one C(C)C=1C(=NC=2N(C1[C@]1(CN(CCC1)C(C)=O)C)N=C(C2)[C@@H]2CC[C@H](CC2)C(F)(F)F)C